(E)-N-(2-cyano-4-(8-(4-isopropyl-1,6-dimethyl-1H-benzo[d]imidazol-5-yl)indolizine-3-carbonyl)phenyl)-4-(((1r,4r)-4-methoxycyclohexyl)amino)but-2-enamide C(#N)C1=C(C=CC(=C1)C(=O)C1=CC=C2C(=CC=CN12)C1=C(C2=C(N(C=N2)C)C=C1C)C(C)C)NC(\C=C\CNC1CCC(CC1)OC)=O